FC(C(=O)N1CC(C1)(N1N=C(C=2C1=NC=CC2)C2=CC=C(C=C2)C(F)(F)F)CC#N)=C 2-(1-(2-fluoroacryloyl)-3-(3-(4-(trifluoromethyl)phenyl)-1H-pyrazolo[3,4-b]pyridin-1-yl)azetidin-3-yl)acetonitrile